ClC1=CC=2[C@](C3=CC=CC=C3C2C=C1)(C(=O)N1[C@H]2CC([C@@H]([C@@H]1C(=O)N[C@@H](C[C@H]1C(NCCC1)=O)C#N)CC2)(F)F)O (1R,3R,4R)-2-((R)-2-chloro-9-hydroxy-9H-fluorene-9-carbonyl)-N-((S)-1-cyano-2-((S)-2-oxopiperidin-3-yl)ethyl)-5,5-difluoro-2-azabicyclo[2.2.2]octane-3-carboxamide